S(OC1=CC=C(C=C1)OCC1=CC=C(C=C1)C(NC)=O)(=O)(=O)F 4-((4-(methylcarbamoyl)benzyl)oxy)phenyl sulfurofluoridate